[F-].[F-].[F-].C[NH3+].C[NH3+].C[NH3+] methylammonium trifluoride